5,6-dichloro-3-oxo-2,3-dihydro-1H-inden ClC=1C=C2C(CCC2=CC1Cl)=O